C(N)(=O)C=1C(=C(C(N(C1C)C1=CC=C(C=C1)F)=O)C(=O)O)C 5-carbamoyl-1-(4-fluorophenyl)-4,6-dimethyl-2-oxo-1,2-dihydropyridine-3-carboxylic acid